COC(CCCCCC=CCC=CCC=CCC=CCC=C)=O 7,10,13,16,19-eicosapentaenoic acid methyl ester